C1(CCCC1)N(C(=O)C=1N=C(SC1)C=1C=NN(C1)C1=CC=CC=C1)CC N-cyclopentyl-N-ethyl-2-(1-phenyl-1H-pyrazol-4-yl)-1,3-thiazole-4-carboxamide